N-(1-(1H-Imidazol-1-yl)ethylidene)-4-(difluoromethyl)aniline N1(C=NC=C1)C(C)=NC1=CC=C(C=C1)C(F)F